COC1=CC=C(C=C1)C1(CCCCC=2N=C3N(C=C(C=C3)C=3C=NC(=NC3)N3CCOCC3)C21)O 10-(4-methoxyphenyl)-2-(2-morpholinopyrimidin-5-yl)-7,8,9,10-tetrahydro-6H-cyclohepta[4,5]imidazo[1,2-a]pyridin-10-ol